4-[6-[1-(cyanomethylamino)cyclobutyl]pyrazolo[1,5-a]pyridin-3-yl]-2-(difluoromethoxy)-N-[(1R,2S)-2-fluorocyclopropyl]-6-methoxybenzamide C(#N)CNC1(CCC1)C=1C=CC=2N(C1)N=CC2C2=CC(=C(C(=O)N[C@H]1[C@H](C1)F)C(=C2)OC)OC(F)F